methyl 5-benzyl-3-((pyridin-2-ylmethoxy)methyl)-4,5-dihydroisoxazole-5-carboxylate C(C1=CC=CC=C1)C1(CC(=NO1)COCC1=NC=CC=C1)C(=O)OC